molybdenum sodium oxychloride O(Cl)Cl.[Na].[Mo]